ClC1=CC(=CC=2N=C(OC21)C=2C(=C(C=CC2)C2=C(C(=CC=C2)COC2=NC=C(N=C2C)C=O)Cl)C)CN2CC(CC2)C(=O)OC(C)(C)C tert-butyl 1-((7-chloro-2-(2'-Chloro-3'-((5-formyl-3-methylpyrazin-2-yloxy)methyl)-2-methylbiphenyl-3-yl)benzo[d]oxazol-5-yl)methyl)pyrrolidine-3-carboxylate